(6S)-4-(8-(6-chloro-5-cyclopropyl-1-(tetrahydro-2H-pyran-2-yl)-1H-indazol-4-yl)-2-(methylthio)pyrido[4',3':4,5]thieno[2,3-d]pyrimidin-4-yl)-6-methyl-1,4-oxazepan-6-ol ClC1=C(C(=C2C=NN(C2=C1)C1OCCCC1)C1=NC=CC2=C1SC=1N=C(N=C(C12)N1CCOC[C@](C1)(O)C)SC)C1CC1